6-amino-3-(2-(dimethylamino)ethyl)quinazolin-4(3H)-one NC=1C=C2C(N(C=NC2=CC1)CCN(C)C)=O